4-[4-(2-tert-butyl-4-ethylphenoxy)-3-methoxyphenyl]-2H,4H,5H,6H,7H-pyrazolo[3,4-b]pyridin-6-one C(C)(C)(C)C1=C(OC2=C(C=C(C=C2)C2C=3C(NC(C2)=O)=NNC3)OC)C=CC(=C1)CC